1-(3-(chloromethyl)phenyl)-3-(3-fluorophenyl)urea ClCC=1C=C(C=CC1)NC(=O)NC1=CC(=CC=C1)F